2-amino-N-(4-hydroxybicyclo[2.2.2]oct-1-yl)-5-(4-((1R,5S)-3-(tetrahydro-2H-pyran-4-yl)-3-azabicyclo[3.1.0]hex-1-yl)phenyl)nicotinamide fumarate dihydrate O.O.C(\C=C\C(=O)O)(=O)O.NC1=C(C(=O)NC23CCC(CC2)(CC3)O)C=C(C=N1)C1=CC=C(C=C1)[C@@]13CN(C[C@H]3C1)C1CCOCC1